NCC1CCN(CC1)C(=O)C1=C(C=C(C=C1)NC(=O)C=1N(C(=CN1)C=1C(=NN(C1)C1=NC=C(C=C1)N)C(F)(F)F)C)Cl N-[4-[4-(aminomethyl)piperidine-1-carbonyl]-3-chloro-phenyl]-5-[1-(5-amino-2-pyridyl)-3-(trifluoromethyl)pyrazol-4-yl]-1-methyl-imidazole-2-carboxamide